4-(3-(4-(trifluoromethoxy)phenoxy)quinoxaline-2-carboxamido)benzoic acid FC(OC1=CC=C(OC=2C(=NC3=CC=CC=C3N2)C(=O)NC2=CC=C(C(=O)O)C=C2)C=C1)(F)F